CN1N=NC2=C1C=CC(=C2C)C(CC(=O)O)C=2C=C1CCCC1=C(C2)CN2S(C1=C(OC3(C2)CCC3)N=CC=C1)(=O)=O 3-(1,4-Dimethyl-1H-benzotriazol-5-yl)-3-{7-[(1',1'-dioxospiro[cyclobutane-1,4'-pyrido[2,3-b][1,4,5]oxathiazepin]-2'(3'H)-yl)methyl]-2,3-dihydro-1H-inden-5-yl}propanoic acid